(S)-N-(6-(4-(4,4-difluoro-2-methylpyrrolidin-2-yl)-1H-imidazol-1-yl)-5-fluoropyridin-3-yl)-2-(5-methyl-3-(trifluoromethyl)-1H-pyrazol-1-yl)acetamide FC1(C[C@@](NC1)(C)C=1N=CN(C1)C1=C(C=C(C=N1)NC(CN1N=C(C=C1C)C(F)(F)F)=O)F)F